S1C(=NC2=C1C=CC=C2)S benzo[D]thiazole-2-thiol